(±)-Diethyl 2-(1-((tert-butoxycarbonyl)amino)propan-2-yl)malonate C(C)(C)(C)OC(=O)NC[C@H](C)C(C(=O)OCC)C(=O)OCC |r|